NC=1C(=NC=C(C1)F)Br 3-amino-2-bromo-5-fluoro-pyridine